(S)-5-(4-fluorophenoxy)-N-(7-(3-hydroxy-3-methylbut-1-yn-1-yl)-5-methyl-4-oxo-2,3,4,5-tetrahydrobenzo[b][1,4]oxazepin-3-yl)pyridineamide FC1=CC=C(OC=2C=CC(=NC2)C(=O)N[C@@H]2C(N(C3=C(OC2)C=CC(=C3)C#CC(C)(C)O)C)=O)C=C1